FC1(C2=CC(=CC=C2C=2C=CC(=CC12)C(=O)O)C)F 9,9-difluoro-7-methyl-9H-fluorene-2-carboxylic acid